C12CNCC(N(C1)C1=NC(=NC3=C(C(=C(C=C13)Cl)C1=CC=C(C3=C1N=C(S3)N)F)F)OC[C@]31CCCN1C[C@@H](C3)F)C2 4-(4-(3,6-diazabicyclo[3.2.1]octan-6-yl)-6-chloro-8-fluoro-2-(((2R,7aS)-2-fluorotetrahydro-1H-pyrrolizin-7a(5H)-yl)methoxy)quinazolin-7-yl)-7-fluorobenzo[d]thiazol-2-amine